N-(2-(6,6-Dimethyl-4,5,6,7-tetrahydro-1H-indazol-3-yl)-3H-imidazo[4,5-b]pyridin-6-yl)-N,4-dimethyltetrahydro-2H-pyran-4-carboxamide CC1(CCC=2C(=NNC2C1)C1=NC=2C(=NC=C(C2)N(C(=O)C2(CCOCC2)C)C)N1)C